OC(C)(C)C1=CC=C(S1)S(=O)(N)=NC(NC1=C2C(=NC3=C1CCC3)C3(CC2)CC3)=O 5-(2-hydroxypropan-2-yl)-N'-((1',5',6',7'-tetrahydro-2'H-spiro[cyclopropane-1,3'-dicyclopenta[b,e]pyridin]-8'-yl)carbamoyl)thiophene-2-sulfonimidamide